BrC(CCCC#N)C1=CC=CC=C1 5-bromo-5-phenylpentanenitrile